NC=1C2=C(N=CN1)N(C=C2C2=CC=C(C=C2)C(NC2=NC=CC=C2)=O)CCCC 1-(4-amino-5-(4-(pyridin-2-ylcarbamoyl)phenyl)-7H-pyrrolo[2,3-d]pyrimidin-7-yl)butane